2-[(4-Fluoro-3-methoxy-benzoyl)-methyl-amino]-5-oxo-5H-thieno[3,2-b]pyran-6-carboxylic acid FC1=C(C=C(C(=O)N(C2=CC=3OC(C(=CC3S2)C(=O)O)=O)C)C=C1)OC